5-bromo-4-fluoro-2,3-dihydrobenzo[b]thiophene BrC1=C(C2=C(SCC2)C=C1)F